C(C)(C)(C)C=1N=C(N(C1)C(=O)NC1CC(CCC1)(F)F)OC 4-(tert-Butyl)-N-(3,3-difluorocyclohexyl)-2-methoxy-1H-imidazole-1-carboxamide